COC(=O)C=1N(C(=C(N1)C#CC1=C(C(=NC=C1)Cl)F)C)C=1C=NC(=CC1)C 4-((2-chloro-3-fluoropyridin-4-yl)ethynyl)-5-methyl-1-(6-methylpyridin-3-yl)-1H-imidazole-2-carboxylic acid methyl ester